NC1=NN2C(N=CC=C2)=C1C(=O)NC(C)C1=CC(=C2C=NN(C2=C1C1=CC=CC=C1)CCN1CCOCC1)Cl 2-amino-N-(1-(4-chloro-1-(2-morpholinoethyl)-7-phenyl-1H-indazol-6-yl)ethyl)pyrazolo[1,5-a]pyrimidine-3-carboxamide